CN(C(=O)[C@@H]1CN(CC[C@H]1NC(=O)C1=NOC(=C1)C1=C(C=C(C=C1)F)F)[C@@H]1CC(CCC1)(C)C)C (3R,4R)-4-{[5-(2,4-difluoro-phenyl)-isoxazole-3-carbonyl]-amino}-1-((1S)-3,3-dimethyl-cyclohexyl)-piperidine-3-carboxylic acid dimethylamide